[N+](=O)([O-])C=1C(=C(C=NC1)N)N 5-nitropyridine-3,4-diamine